C1(=CC=CC=C1)C1(CNC1)NS(=O)(=O)C1=CC=C(C=C1)OC(F)(F)F N-(3-phenylazetidin-3-yl)-4-(trifluoromethoxy)benzenesulfonamide